5-((7-benzyloxyquinazolin-4-yl)amino)-4-fluoro-2-methylphenol C(C1=CC=CC=C1)OC1=CC=C2C(=NC=NC2=C1)NC=1C(=CC(=C(C1)O)C)F